4,6-DIHYDROXY-PYRIDINE-3-CARBALDEHYDE OC1=C(C=NC(=C1)O)C=O